C[C@H]1NC(C2=C(C=3C=4C=CC(=NC4C=CC3S2)C2=CC(=NC=C2)N2CCC(CC2)C=O)NC1)=O (R)-1-(4-(10-methyl-8-oxo-9,10,11,12-tetrahydro-8H-[1,4]diazepino[5',6':4,5]thieno[3,2-f]quinolin-3-yl)pyridin-2-yl)piperidine-4-carbaldehyde